FC(CN(C1=NC(NC2=CC=C(C=C12)F)=O)C=1C=NC=C(C1)C#CC1(CC1)C(F)(F)F)F 4-((2,2-difluoroethyl)(5-((1-(trifluoromethyl)cyclopropyl)ethynyl)pyridin-3-yl)amino)-6-fluoroquinazolin-2(1H)-one